Bisindigotin O=C1C(C2NC3C=CC=CC=3C=2C2=C3C=CC=CC3=N/C2=C2\NC3C=CC=CC=3C2=O)=NC2C=CC=CC1=2